1,4-Bis(bromomethyl)cyclohexane BrCC1CCC(CC1)CBr